3-ethyl-1-methyl-6-(4-(methylsulfonyl)phenyl)-1,5-dihydro-4H-pyrazolo[3,4-d]pyrimidin-4-one C(C)C1=NN(C=2N=C(NC(C21)=O)C2=CC=C(C=C2)S(=O)(=O)C)C